5,7-dihydroxy-2,3-dihydro-1H-indene-4-carbaldehyde OC1=C(C=2CCCC2C(=C1)O)C=O